5-methyl-N4-hexanoyl-cytidine triphosphate P(O)(=O)(OP(=O)(O)OP(=O)(O)O)OC[C@@H]1[C@H]([C@H]([C@@H](O1)N1C(=O)N=C(NC(CCCCC)=O)C(=C1)C)O)O